N(C(=N)NC(=N)N)CCCCCCCCNC(=N)NC(=N)N octamethylenebis-biguanide